C(C)S(=O)(=O)OCCCCCCCOC=1C=C2C(=NN=C(C2=CC1N1CCOCC1)N[C@H](C)C=1C=C(C=CC1)C(C1CCN(CC1)C(=O)OC(C)(C)C)(F)F)C tert-butyl (R)-4-((3-(1-((6-((7-((ethylsulfonyl)oxy)heptyl)oxy)-4-methyl-7-morpholinophthalazin-1-yl)amino)ethyl)phenyl)difluoromethyl)piperidine-1-carboxylate